2-(4-bromo-2-(1,1-difluoropropyl)phenoxy)-3-fluoropropanoic acid BrC1=CC(=C(OC(C(=O)O)CF)C=C1)C(CC)(F)F